1-(bicyclo[1.1.1]pent-1-yl)-N-((R)-1-(3-(difluoromethyl)-2-fluorophenyl)ethyl)-4-(((1R,5s,6s)-3-methyl-3-azabicyclo[3.1.0]hex-6-yl)amino)-6-oxo-1,6-dihydropyridine-3-carboxamide C12(CC(C1)C2)N2C=C(C(=CC2=O)NC2[C@@H]1CN(C[C@H]21)C)C(=O)N[C@H](C)C2=C(C(=CC=C2)C(F)F)F